1,4-dihydropyrrolo[3,4-b]indol-3(2H)-one C1NC(C=2NC=3C=CC=CC3C21)=O